(R)-N-(5-(3-chlorophenyl)-1,3,4-Oxadiazol-2-yl)-2-(1-cyanopyrrolidin-3-yl)acetamide ClC=1C=C(C=CC1)C1=NN=C(O1)NC(C[C@@H]1CN(CC1)C#N)=O